methyl-6-hydroxy-2-naphthoate COC(=O)C1=CC2=CC=C(C=C2C=C1)O